C(CCCCCCCCC)NC1=NC(=NC(=N1)NCCCCCCCCCC)NCCCCCCCCCC N2,N4,N6-tridecylmelamine